methyl 2-(3-(1,3-dioxoisoindolin-2-yl)prop-1-yn-1-yl)-4-(hexahydropyrrolo[3,4-c]pyrrol-2(1H)-yl)benzoate hydrochloride Cl.O=C1N(C(C2=CC=CC=C12)=O)CC#CC1=C(C(=O)OC)C=CC(=C1)N1CC2CNCC2C1